CO[C@@H]1CNCC[C@@H]1NC(OCC1=CC=CC=C1)=O cis-Benzyl N-[3-methoxypiperidin-4-yl]carbamate